OC1(CC1)C1=CC=C(C=C1)N1CC=2C(=NC=CC2C1=O)C1=C(C=CC=C1)OCC(F)(F)F 2-[4-(1-hydroxycyclopropyl)phenyl]-4-[2-(2,2,2-trifluoroethoxy)phenyl]-2,3-dihydro-1H-pyrrolo[3,4-c]pyridin-1-one